ClC1=C2C(=[N+](C=C1)[O-])CCC2 4-chloro-6,7-dihydro-5H-cyclopenta[b]pyridin 1-oxide